1'-benzyl 4-(tert-butyl) 3'-fluoro-[1,4'-bipiperidine]-1',4-dicarboxylate FC1CN(CCC1N1CCC(CC1)C(=O)OC(C)(C)C)C(=O)OCC1=CC=CC=C1